2-((2,5-dimethylbenzo[d]thiazol-6-yl)amino)-5-methyl-8-((tetrahydro-2H-pyran-4-yl)methyl)-5,8-dihydropteridine-6,7-dione CC=1SC2=C(N1)C=C(C(=C2)NC2=NC=1N(C(C(N(C1C=N2)C)=O)=O)CC2CCOCC2)C